2-[2-(4-methoxypyridin-2-yl)ethyl]-1H-imidazo[4,5-b]pyridine COC1=CC(=NC=C1)CCC=1NC=2C(=NC=CC2)N1